CC(CC)S 2-butanethiol